C(=O)(O)C=1C(=CC(=[N+](C1)[O-])C)C1=CC(=NC=C1OC)Cl 5-carboxy-2'-chloro-5'-methoxy-2-methyl-(4,4'-bipyridine) 1-oxide